C12(CC(C1)C2)NC(=O)C=2C(N(C1=NC=C(C=C1C2O)C2=CC=C(C=C2)F)CC=2C=NC=CC2)=O N-(bicyclo[1.1.1]pentan-1-yl)-6-(4-fluorophenyl)-4-hydroxy-2-oxo-1-(pyridin-3-ylmethyl)-1,2-dihydro-1,8-naphthyridine-3-carboxamide